Cl.NC1=CN(C1)C(=O)N 3-aminoazetine-1-carboxamide hydrochloride